cis-3-((1-chloropyrido[3,4-d]pyridazin-4-yl)amino)-1-methylcyclobutan-1-ol ClC1=C2C(=C(N=N1)NC1CC(C1)(O)C)C=NC=C2